(5S)-2-[4-fluoro-3-(trifluoromethyl)phenyl]-5-phenyl-2,5,6,7-tetrahydro-3H-pyrrolo[2,1-c][1,2,4]triazol-3-one FC1=C(C=C(C=C1)N1N=C2N(C1=O)[C@@H](CC2)C2=CC=CC=C2)C(F)(F)F